N-{1-[2-(piperidin-4-yl)ethyl]-1H-pyrazol-4-yl}-2-(1H-pyrazol-4-yl)-1,3-thiazole-4-carboxamide N1CCC(CC1)CCN1N=CC(=C1)NC(=O)C=1N=C(SC1)C=1C=NNC1